P1(CCCC1)N phospholan-1-amine